C1(CCCC1)OC=1C=C(C=CC1OC)[C@@H]1C[C@H](C(NC1)=O)CC1=CC(=CC=C1)C 5-[3-(cyclopentyloxy)-4-methoxyphenyl]-3-[(3-methylphenyl)methyl]-(3S,5S)-2-piperidinone